9-(4-chloro-2-fluorophenyl)-2,3-dimethyl-7-(2-(1-methyl-1H-pyrazol-4-yl)morpholino)-4H-pyrazino[1,2-a]pyrimidin-4-one ClC1=CC(=C(C=C1)C1=NC(=CN2C1=NC(=C(C2=O)C)C)N2CC(OCC2)C=2C=NN(C2)C)F